ClC1=NC(=NC(=C1)NC1=C(C=CC=C1)OC)C(=O)N 4-chloro-6-((2-methoxyphenyl)amino)pyrimidine-2-carboxamide